N-(2-((2S,3S)-1,2-dimethylpiperidin-3-yl)thieno[2,3-b]pyridin-4-yl)-4,6-difluorobenzo[d]thiazol-5-amine CN1[C@H]([C@H](CCC1)C1=CC=2C(=NC=CC2NC=2C(=CC3=C(N=CS3)C2F)F)S1)C